CNC1=CC=C(C2=C1C=CO2)C(C)=O 1-(4-(methylamino)benzofuran-7-yl)ethan-1-one